3-azabicyclo[3.2.1]octane-6-ol C12CNCC(C(C1)O)C2